5-(2-ethoxy-3-pyridinyl)-1-isopropyl-3-methyl-N-[(2-methyl-1,2,4-triazol-3-yl)methyl]Pyrazolo[4,3-b]Pyridine-7-amine C(C)OC1=NC=CC=C1C1=CC(=C2C(=N1)C(=NN2C(C)C)C)NCC=2N(N=CN2)C